(R)-6-chloro-3-((1-(2-(4-(5-chloro-2-methylpyrimidin-4-yl)piperazin-1-yl)-3,6-dimethyl-4-oxo-3,4-dihydroquinazolin-8-yl)ethyl)amino)-N-(methylsulfonyl)picolinamide ClC1=CC=C(C(=N1)C(=O)NS(=O)(=O)C)N[C@H](C)C=1C=C(C=C2C(N(C(=NC12)N1CCN(CC1)C1=NC(=NC=C1Cl)C)C)=O)C